C1(CC1)N1C=C(C(C2=CC(=C(C=C12)F)F)=O)C(=O)OCC ethyl 1-cyclopropyl-6,7-difluoro-4-oxo-1,4-dihydroquinoline-3-carboxylate